CC(C(=O)[O-])(CCCCC(C)(C)C)C.[Sn+4].CC(C(=O)[O-])(CCCCC(C)(C)C)C.CC(C(=O)[O-])(CCCCC(C)(C)C)C.CC(C(=O)[O-])(CCCCC(C)(C)C)C tin dimethylneodecanoate